1-(5-bromo-1-tosyl-1H-pyrrolo[2,3-b]pyridin-3-yl)cyclobutan-1-ol BrC=1C=C2C(=NC1)N(C=C2C2(CCC2)O)S(=O)(=O)C2=CC=C(C)C=C2